1,6-di(acryloxy)-2,2,3,3,4,4,5,5-octafluorohexane C(C=C)(=O)OCC(C(C(C(COC(C=C)=O)(F)F)(F)F)(F)F)(F)F